(1-ethoxyisoquinolin-4-yl)benzonitrile C(C)OC1=NC=C(C2=CC=CC=C12)C1=C(C#N)C=CC=C1